2-chloro-1-fluoro-12-(((2R,7aS)-2-fluorotetrahydro-1H-pyrrolizin-7a(5H)-yl)methoxy)-4,5,5a,6,7,8,9,10-octahydro-3,10a,11,13-tetraazanaphtho[1,8-ab]heptalene ClC=1C(=C2N=C(N=C3C2=C(CCC2CCCCCN32)N1)OC[C@]13CCCN3C[C@@H](C1)F)F